C(C)(C)(C)S(=O)NCC=1N=C(SC1)C(=O)C1=C2C=CN(C2=CC(=C1)F)C(=O)[O-] 4-(((tert-butylsulfinyl)amino)methyl thiazole-2-carbonyl)-6-fluoro-1H-indole-1-carboxylate